(S)-2-(((benzyloxy)carbonyl)amino)-3-cyclopropylpropanoic acid C(C1=CC=CC=C1)OC(=O)N[C@H](C(=O)O)CC1CC1